NC1=C2C(=C(N=N1)OC(C)C)N(C(=N2)CCCC)CC=2C=C(CNC1CS(C1)(=O)=O)C=CC2 3-((3-((4-amino-2-butyl-7-isopropoxy-1H-imidazo[4,5-d]pyridazin-1-yl)methyl)benzyl)amino)thietane 1,1-dioxide